C(C)(C)(C)S(=O)(=O)C=1C(=CC=2N(C1)C(=CN2)C=2C=C(C(=C(C(=O)OC)C2)OC)F)OC methyl 5-(6-(tert-butylsulfonyl)-7-methoxyimidazo[1,2-a]pyridin-3-yl)-3-fluoro-2-methoxybenzoate